4-(((5aR,5bS,7aS,8S,10aS,10bR)-8-hydroxy-5a,7a-dimethyl-5,5a,5b,6,7,7a,8,9,10,10a,10b,11-dodecahydro-4H-cyclopenta[7,8]phenanthro[2,1-d]thiazol-2-yl)amino)benzoic acid O[C@H]1CC[C@@H]2[C@@]1(CC[C@@H]1[C@]3(CCC=4N=C(SC4C3=CC[C@@H]21)NC2=CC=C(C(=O)O)C=C2)C)C